(4E)-4-[3-(3-chlorophenyl)prop-2-yn-1-ylidene]-N-(4-chloropyridin-2-yl)-3,3-dimethylpiperidine-1-carboxamide ClC=1C=C(C=CC1)C#C\C=C/1\C(CN(CC1)C(=O)NC1=NC=CC(=C1)Cl)(C)C